FC(C1=NN=C(S1)N1N=CC2=C(C=C(C=C12)S(=O)(=O)NC1(CC1)C#N)N1CCN(CC1)C(=O)C1CCCC1)F 1-[({1-[5-(difluoromethyl)(1,3,4-thiadiazol-2-yl)]-4-[4-(cyclopentylcarbonyl)piperazinyl]-1H-indazol-6-yl}sulfonyl)amino]cyclopropanecarbonitrile